3-chloro-4-cyclobutoxybenzaldehyde ClC=1C=C(C=O)C=CC1OC1CCC1